CNCC1=C(CN(C(=O)C2COC2)CC(NC=2C=C3CC4(C(NC5=NC=CC=C54)=O)CC3=CC2)=O)C=CC=C1 N-(2-((Methylamino)methyl)benzyl)-N-(2-oxo-2-((2'-oxo-1,1',2,3-tetrahydrospiro[indene-2,3'-pyrrolo[2,3-b]pyridin]-5-yl)amino)ethyl)oxetane-3-carboxamide